C1(=CC=CC=C1)C(C1=CC=CC=C1)=N[C@H]1C[C@@H]([C@@H](C1)C(=O)OCC)C |r| racemic-ethyl (1R,2S,4S)-4-((diphenylmethylene)amino)-2-methylcyclopentane-1-carboxylate